ClC=1C=C(NC2(CCC3([C@H](CC4=CC=5OCC[C@H](OC5C=C34)C)C[C@H](CO)C)CC2)C(=O)OC)C=CC1 methyl (1r,4S,4'R,8'S)-4-(3-chloroanilino)-8'-[(2R)-3-hydroxy-2-methylpropyl]-4'-methyl-3',4',8',9'-tetrahydro-2'H-spiro[cyclohexane-1,7'-indeno[5,6-b][1,4]dioxepine]-4-carboxylate